(2R,3S,5R)-3-(3,4-difluoro-2-methoxyphenyl)-5-methyl-N-((1,2,3)triazolo(1,5-a)pyridin-5-yl)-5-(trifluoromethyl)tetrahydrothiophene-2-carboxamide FC=1C(=C(C=CC1F)[C@H]1[C@@H](S[C@](C1)(C(F)(F)F)C)C(=O)NC1=CC=2N(C=C1)N=NC2)OC